(S)-2-((tert-butoxycarbonyl)amino)-3-((S)-2-oxopyrrolidin-3-yl)propionic acid C(C)(C)(C)OC(=O)N[C@H](C(=O)O)C[C@H]1C(NCC1)=O